C(C)OC(=O)C=1C=C2C=C(NC2=CC1)CN1C(CCCC1)C(F)(F)F 2-((2-(trifluoromethyl)piperidin-1-yl)methyl)-1H-indole-5-carboxylic acid ethyl ester